NC=1SC2=C(N1)C(=CC=C2)C2=C(C=C1C(=NC(=NC1=C2F)OC[C@H]2N(CCC2)C)N2CCC(CCC2)C(=O)O)Cl 1-(7-(2-aminobenzo[d]thiazol-4-yl)-6-chloro-8-fluoro-2-(((S)-1-methylpyrrolidin-2-yl)methoxy)quinazolin-4-yl)azepane-4-carboxylic acid